CN1C(=NC2=C1C=CC=C2)CNC(C)(C)C N-[(1-methyl-1H-benzimidazol-2-yl)-methyl]tert-butylamine